3-(6-(2,2,6,6-tetramethylpiperidin-4-ylamino)pyridazin-3-yl)naphthalen-2-ol CC1(NC(CC(C1)NC1=CC=C(N=N1)C=1C(=CC2=CC=CC=C2C1)O)(C)C)C